OCC1=CC(=NC=C1)NC(OC(C)(C)C)=O Tert-butyl (4-(hydroxymethyl)pyridin-2-yl)carbamate